6-(2-amino-5-(4-((1-(cyclopropylmethyl)azetidin-3-yl)oxy)phenyl)-6-fluoropyridin-3-yl)-3,4-dihydroisoquinolin-1(2H)-one NC1=NC(=C(C=C1C=1C=C2CCNC(C2=CC1)=O)C1=CC=C(C=C1)OC1CN(C1)CC1CC1)F